tert-Butyl (4-(4-amino-7-(pyrimidin-5-yl)pyrrolo[2,1-f][1,2,4]triazin-5-yl)-2-methoxyphenyl)carbamate NC1=NC=NN2C1=C(C=C2C=2C=NC=NC2)C2=CC(=C(C=C2)NC(OC(C)(C)C)=O)OC